Dibenzoyl-methan C(C1=CC=CC=C1)(=O)CC(C1=CC=CC=C1)=O